COC(C1=C(C=CC(=C1)C(F)(F)F)CBr)=O 2-(bromomethyl)-5-(trifluoromethyl)benzoic acid methyl ester